NC1(COC1)C1=CC=C(C=N1)C=1N=CC2=C(C=CC=C2C1)C=1N=C(N2C1CN(CC2)C(C)=O)CC 1-(1-(3-(6-(3-Aminooxetan-3-yl)pyridin-3-yl)isoquinolin-8-yl)-3-ethyl-5,6-dihydroimidazo[1,5-a]pyrazin-7(8H)-yl)ethan-1-one